CC(C)[NH2+]C(C)C di-2-propylammonium